ethyl 4-(2-chloro-4-fluorophenyl)-6-(((S)-6-((cyclopropylsulfonyl) carbamoyl)-5-azaspiro[2.4]heptan-5-yl) methyl)-2-(thiazol-2-yl)-1,4-dihydropyrimidine-5-carboxylate ClC1=C(C=CC(=C1)F)C1N=C(NC(=C1C(=O)OCC)CN1CC2(CC2)C[C@H]1C(NS(=O)(=O)C1CC1)=O)C=1SC=CN1